FC1=C(C(=O)O)C=CC=C1C1=C(C=NN1)F 2-fluoro-3-(4-fluoro-1H-pyrazol-5-yl)benzoic acid